((2s,6r)-2,6-dimethylmorpholino)(7-((4-(ethylamino)-3-(trifluoromethyl)-1H-pyrrolo[2,3-b]pyridin-6-yl)amino)-2,3-dihydrobenzofuran-4-yl)methanone C[C@@H]1O[C@@H](CN(C1)C(=O)C1=CC=C(C2=C1CCO2)NC2=CC(=C1C(=N2)NC=C1C(F)(F)F)NCC)C